methyl (R)-3-(5-(3-(5-(2-(methoxymethyl)azetidin-1-yl)pyrazolo[1,5-a]pyridine-3-carboxamido)-4-methylphenyl)-2H-tetrazol-2-yl)azetidine-1-carboxylate COC[C@@H]1N(CC1)C1=CC=2N(C=C1)N=CC2C(=O)NC=2C=C(C=CC2C)C=2N=NN(N2)C2CN(C2)C(=O)OC